(R or S)-1-ethyl-3,3-difluoro-4-((6-(2-hydroxy-6-methyl-4-(trifluoromethyl)phenyl)-2H-pyrazolo[3,4-b]pyridin-2-yl)methyl)pyrrolidin-2-one C(C)N1C(C([C@H](C1)CN1N=C2N=C(C=CC2=C1)C1=C(C=C(C=C1C)C(F)(F)F)O)(F)F)=O |o1:5|